3-acetyl-5,8-difluoro-2-((4-(pentafluorosulfanyl)benzyl)sulfinyl)quinolin-4(1H)-one C(C)(=O)C1=C(NC2=C(C=CC(=C2C1=O)F)F)S(=O)CC1=CC=C(C=C1)S(F)(F)(F)(F)F